N-(2-hydroxy-2-methylpropyl)pyrazine-2-carboxamide OC(CNC(=O)C1=NC=CN=C1)(C)C